2,3,4,6,6-pentamethyl-3-heptanethiol CC(C)C(C(CC(C)(C)C)C)(S)C